2-[1-[(2,3-difluorophenyl)methyl]-5-oxopyrrolidin-2-yl]-N-phenylacetamid FC1=C(C=CC=C1F)CN1C(CCC1=O)CC(=O)NC1=CC=CC=C1